BrC=1C=C(C=CC1)N1CCN(CC1)CCCN1N=C2N(C=CC=C2)C1=O 2-[3-[4-(3-bromophenyl)piperazin-1-yl]propyl][1,2,4]triazolo[4,3-a]pyridin-3(2H)-one